tert-butyl (2-((4-((4R,Z)-9-amino-4-((4-hydroxybenzyl)carbamoyl)-2,11,16-trioxo-1-phenyl-3,8,10,12,15-pentaazaoctadec-9-en-1-yl)phenyl)amino)ethyl)carbamate N/C(/NCCC[C@@H](NC(C(C1=CC=CC=C1)C1=CC=C(C=C1)NCCNC(OC(C)(C)C)=O)=O)C(NCC1=CC=C(C=C1)O)=O)=N/C(NCCNC(CC)=O)=O